NC[C@H](COC=1C=2C3=CC=CC(CCNCCNC(CC(=CC1)C2)C(=O)O)=C3)O (2R)-3-amino-2-hydroxy-propoxy-9,12-diazatricyclo[13.3.1.12,6]icosa-1(18),2(20),3,5,15(19),16-hexaene-8-carboxylic acid